ethyl 2-({6-[(1,3-benzothiazol-2-yl)amino]-5-methylpyridazin-3-yl}(methyl)amino)-5-(3-hydroxyazetidin-1-yl)-1,3-thiazole-4-carboxylate S1C(=NC2=C1C=CC=C2)NC2=C(C=C(N=N2)N(C=2SC(=C(N2)C(=O)OCC)N2CC(C2)O)C)C